CNC(=O)C1=CNC(=C1)C1=C(C=CC=C1)F N-methyl-5-(2-fluorophenyl)-1H-pyrrole-3-carboxamide